ClC=1C=C(C=C(C1)Cl)N1C(CC[C@H]1C1=NC2=C(N1C1CCS(CC1)(=O)=O)C=CC(=C2)C=2C(=NOC2C)C)=O (S)-1-(3,5-dichlorophenyl)-5-(5-(3,5-dimethylisoxazol-4-yl)-1-(1,1-dioxidotetrahydro-2H-thiopyran-4-yl)-1H-benzo[d]imidazol-2-yl)pyrrolidin-2-one